N1CC[C@@H](CCC1)C#N |o1:3| rel-(R)-azepane-4-carbonitrile